2-(3-(3-methoxyphenyl)-1,3-dimethylureido)-5-oxo-5H-thieno[3,2-b]pyran-6-carboxylic acid COC=1C=C(C=CC1)N(C(N(C)C1=CC=2OC(C(=CC2S1)C(=O)O)=O)=O)C